C(\C=C\CCCCCC)=O (E)-nonenal